CN1C=2C(NC(=NC2NC[C@H]1CNC1=CC=C(C(N[C@@H](CCC(=O)O)C(=O)O)=O)C=C1)N)=O 5-methyl-(6R)-tetrahydrofolic acid